IC=1C=CC2=C(N(N=N2)CCCO)C1 3-(6-iodo-1H-benzo[d][1,2,3]triazol-1-yl)propan-1-ol